magnesium ascorbic acid monophosphate P(=O)([O-])([O-])O.O=C1C(O)=C(O)[C@H](O1)[C@@H](O)CO.[Mg+2]